bis(N,N-diisopropylamino)methylphosphine C(C)(C)N(C(C)C)C(N(C(C)C)C(C)C)P